FC(C[C@@H](C(=O)NC1=NC=CC(=C1)C1=C(C2=NC=C(C=C2N1)F)C1=CC=CC=C1)C1=CC=C(C=C1)F)F (2R)-4,4-Difluoro-2-(4-fluorophenyl)-N-[4-(6-fluoro-3-phenyl-1H-pyrrolo[3,2-b]pyridin-2-yl)pyridin-2-yl]butanamid